(S)-4-(1-(2-((6-oxo-1,6-dihydropyridin-3-yl)ethynyl)-4,7-dihydro-5H-thieno[2,3-c]pyran-3-carboxamido)ethyl)benzoic acid O=C1C=CC(=CN1)C#CC1=C(C2=C(COCC2)S1)C(=O)N[C@@H](C)C1=CC=C(C(=O)O)C=C1